4-({(1R)-1-[3-(difluoromethyl)-2-fluorophenyl]ethyl}amino)-2,7-dimethylpyrido[2,3-d]pyrimidin FC(C=1C(=C(C=CC1)[C@@H](C)NC=1C2=C(N=C(N1)C)N=C(C=C2)C)F)F